N[C@H](C(=O)OCN1N=C(C=C1)NC=1NC=2N(C(C1C1=CC=C(C=C1)OC)=O)N=C(C2C2=CC=CC=C2)C2=CC=CC=C2)C(C)C (S)-(3-((6-(4-methoxyphenyl)-7-oxo-2,3-diphenyl-4,7-dihydropyrazolo[1,5-a]pyrimidin-5-yl)amino)-1H-pyrazol-1-yl)methyl 2-amino-3-methylbutanoate